CN([C@H]1CN(CC1)C=1C=CC=2N(C(C=C(N2)C2=CC3=C(N=C(O3)C)C=C2)=O)C1)C 7-[(3R)-3-(dimethylamino)pyrrolidin-1-yl]-2-(2-methyl-1,3-benzoxazol-6-yl)-4H-pyrido[1,2-a]pyrimidin-4-one